ClC1=C2C=CC(NC2=CC=C1)=O 5-chloroquinolin-2(1H)-one